BrC1=NC(=C(C(=C1[2H])C(C)(C)C)[2H])[2H] 2-bromo-4-(tert-butyl)pyridine-3,5,6-d3